FC=1C=C(C=C(C1)O)N1N(C2=CC(=CC(=C2C1=O)SC1=CC(=CC=C1)OC)NC1=NC=CC=C1)C1=CC=CC=C1 2-(3-fluoro-5-hydroxyphenyl)-4-[(3-methoxyphenyl)thio]-1-phenyl-6-(pyridin-2-ylamino)-1,2-dihydro-3H-indazol-3-one